1-(bromomethyl)-bicyclo[2.2.1]heptane BrCC12CCC(CC1)C2